The molecule is an apo carotenoid, the dialdehyde formed from 4,4'-diapolycopene. It is an apo carotenoid, a dialdehyde and an enal. It derives from a hydride of a 4,4'-diapolycopene. C/C(=C\\C=C\\C=C(\\C=C\\C=C(\\C=C\\C=C(\\C=O)/C)/C)/C)/C=C/C=C(/C=C/C=C(/C=O)\\C)\\C